Methylimidazolium bis(trifluoromethanesulfonyl)imide [N-](S(=O)(=O)C(F)(F)F)S(=O)(=O)C(F)(F)F.CC=1NC=C[NH+]1